4-chloroxylenol CC1C=C(C=CC1(C)O)Cl